C(CCCCCCCC)OC1=CC=C(C=C1)NN=C(C(C)=O)C(C)=O 3-(2-(4-(nonyloxy)phenyl)hydrazineylidene)pentane-2,4-dione